tert-butyl-[(2-ethynyl-3,5-difluoro-phenyl)methoxy]-dimethyl-silane C(C)(C)(C)[Si](C)(C)OCC1=C(C(=CC(=C1)F)F)C#C